8-(1-(1-cyclopentylcyanopropyl)pyrazolyl)-N-(3-(1-acetylpiperazin-4-yl)phenyl)quinazolin-2-amine C1(CCCC1)C(CCC#N)N1N=C(C=C1)C=1C=CC=C2C=NC(=NC12)NC1=CC(=CC=C1)N1CCN(CC1)C(C)=O